Cl.COC=1C=C2CCNCC2=C(C1)N[C@@H]1COCC1 (S)-6-Methoxy-N-(tetrahydrofuran-3-yl)-1,2,3,4-tetrahydroisoquinolin-8-amine hydrochloride